CONC=1C=2N=CN([C@H]3[C@H](O)[C@H](O)[C@@H](CO)O3)C2N=C(N1)C#CC1=CC=C(C=C1)OC N6-methoxy-2-[(4-methoxyphenyl)ethynyl]adenosine